N-(2-chloro-5-methylpyridin-3-yl)-5-(trifluoromethyl)pyridine-3-carboxamide ClC1=NC=C(C=C1NC(=O)C=1C=NC=C(C1)C(F)(F)F)C